C(C)(CC)OCCNCCCN1CCCC1 N-(2-(sec-butoxy)ethyl)-3-(pyrrolidinyl)propan-1-amine